2-allyl-1-[6-(1-methyl-4-piperidyloxy)-2-pyridyl]-6-(7-quinolylamino)-1,2-dihydro-3H-1,2,5,7-tetraazainden-3-one C(C=C)N1N(C2=NC(=NC=C2C1=O)NC1=CC=C2C=CC=NC2=C1)C1=NC(=CC=C1)OC1CCN(CC1)C